2-(4-((1-(2-cyano-4-nitrophenyl)piperidin-4-yl)methoxy)piperidin-1-yl)acetic acid ethyl ester C(C)OC(CN1CCC(CC1)OCC1CCN(CC1)C1=C(C=C(C=C1)[N+](=O)[O-])C#N)=O